[tris(hydroxymethyl)-methyl]acrylamide OCC(CO)(CO)C(C(=O)N)=C